4-(((1R,4R)-4-(dimethylamino)cyclohexyl)methoxy)-5-methoxy-N-(4-morpholinophenyl)pyrimidin-2-amine CN(C1CCC(CC1)COC1=NC(=NC=C1OC)NC1=CC=C(C=C1)N1CCOCC1)C